N-(3-fluoro-4-methoxyphenyl)-5-(3,4,5-trimethoxyphenyl)-[1,2,4]triazolo[1,5-c]pyrimidin-2-amine FC=1C=C(C=CC1OC)NC1=NN2C(=NC=CC2=N1)C1=CC(=C(C(=C1)OC)OC)OC